6-(tertbutoxy)-5-fluoro-3-iodo-1H-pyrazolo[3,4-b]pyridine C(C)(C)(C)OC1=C(C=C2C(=N1)NN=C2I)F